1H-Benzo[ij]quinolizinium C1C=C[N+]=2C=CC=C3C2C1=CC=C3